1-[6-(6,7-difluoroquinazolin-4-yl)-7,8-dihydro-5H-1,6-naphthyridin-3-yl]-2,3-dihydropyrido[2,3-b][1,4]oxazine FC=1C=C2C(=NC=NC2=CC1F)N1CC=2C=C(C=NC2CC1)N1C2=C(OCC1)N=CC=C2